2-(methyl((4-oxo-3,4-dihydrothieno[3,2-d]pyrimidin-2-yl)methyl)amino)-N-(4-methylthiazol-2-yl)acetamide CN(CC(=O)NC=1SC=C(N1)C)CC=1NC(C2=C(N1)C=CS2)=O